C(=CCCCCCCCC)C=1C=C(C(=C(O)C1)O)CCCCC\C=C/C\C=C/CCCCCCCC(=O)O 5-decenyl-catechollinoleic acid